C(#C)C=1C=C(C=CC1)C1CC1 2-(3-ethynylphenyl)cyclopropane